5-((2-(benzyloxy)ethyl)sulfonamido)-N-(4-(4,4-difluoropiperidin-1-yl)pyrimidin-2-yl)-3-(6-azaspiro[2.5]octan-6-yl)picolinamide C(C1=CC=CC=C1)OCCS(=O)(=O)NC=1C=C(C(=NC1)C(=O)NC1=NC=CC(=N1)N1CCC(CC1)(F)F)N1CCC2(CC2)CC1